Cl.ClC=1C(=CC(=C2C=CNC12)C=1N(N=C2C1CNCC2)C2=C(C=CC=C2CC)CC)F 3-(7-chloro-6-fluoro-1H-indol-4-yl)-2-(2,6-diethylphenyl)-4,5,6,7-tetrahydropyrazolo[4,3-c]Pyridine hydrochloride